C1(CC1)C([C@@H](C)NC(OC(C)(C)C)=O)=O (R)-tert-butyl (1-cyclopropyl-1-oxopropan-2-yl)carbamate